(1R,3S,4S)-3-amino-4-fluorocyclopentane-1-carboxylic acid N[C@H]1C[C@H](C[C@@H]1F)C(=O)O